3-(1,2,3-triazol-2-yl)-4-[(1E)-2-[4-(trifluoromethoxy)phenyl]ethenyl]pyridine N=1N(N=CC1)C=1C=NC=CC1\C=C\C1=CC=C(C=C1)OC(F)(F)F